C(C1=CC=CC=C1)OC(=O)N1CC2=C(C=C(C=C2CC1)Cl)[C@H]1N(CCC1)C(=O)OC(C)(C)C (S)-8-(1-(tert-butoxycarbonyl)pyrrolidin-2-yl)-6-chloro-3,4-dihydroisoquinoline-2(1H)-carboxylic acid benzyl ester